1-(3,3-dimethoxypropyl)-1H-imidazole COC(CCN1C=NC=C1)OC